N-(6-((1H-pyrazol-1-yl)methyl)-4-methoxybenzo[d]isoxazol-3-yl)-6-methoxy-2H-spiro[benzofuran-3,1'-cyclopropane]-7-sulfonamide N1(N=CC=C1)CC1=CC2=C(C(=NO2)NS(=O)(=O)C2=C(C=CC3=C2OCC32CC2)OC)C(=C1)OC